C(C=C)(=O)N1CC(N(CC1)C=1C2=C(N(C(N1)=O)C=1C(=NC=CC1C)C(C)C)N=C(C(=C2)F)Cl)C=C 4-(4-acryloyl-2-vinylpiperazine-1-yl)-7-chloro-6-fluoro-1-(2-isopropyl-4-methylpyridin-3-yl)pyrido[2,3-d]pyrimidin-2(1H)-one